7-imino-7H-(1)benzopyrano(3',2':3,4)pyrido(1,2-a)benzimidazole-6-carbonitrile N=C1C(=C2C(C3=NC4=C(N31)C=CC=C4)=CC4=C(O2)C=CC=C4)C#N